C(C)/C(/C=C/C(C)=O)=C\C[C@@H]1C(C(=CC1)C)(C)C (3E,5E)-5-ethyl-7-((S)-2,2,3-trimethylcyclopent-3-en-1-yl)hepta-3,5-dien-2-one